5-(3-(((1r,4r)-4-(2-amino-5-chloronicotinamido)cyclohexyl)methyl)-2-oxo-2,3-dihydro-1H-benzo[d]imidazol-1-yl)-N-methylpicolinamide NC1=C(C(=O)NC2CCC(CC2)CN2C(N(C3=C2C=CC=C3)C=3C=CC(=NC3)C(=O)NC)=O)C=C(C=N1)Cl